C(=O)O.N[C@H](C(=O)NCCNC(C1=C(C=C(C=C1)NC=1C=2N(C=CN1)C(=CN2)C2=C(C(=C(C=C2)OCC#N)F)F)CC)=O)[C@@H](C)O N-[2-[[(2S,3R)-2-amino-3-hydroxy-butanoyl]amino]ethyl]-4-[[3-[4-(cyanomethoxy)-2,3-difluoro-phenyl]imidazo[1,2-a]pyrazin-8-yl]amino]-2-ethyl-benzamide formate